3-iodo-6-methyl-7-(2,3,5-trifluorophenyl)pyrazolo[3,2-b][1,3]Thiazole-2-carboxylic acid ethyl ester C(C)OC(=O)C1=C(N2C(S1)=C(C(=N2)C)C2=C(C(=CC(=C2)F)F)F)I